trifluoromethyl-1,3,4-oxadiazole FC(F)(F)C=1OC=NN1